Ethyl (2-amino-6-((2,4-dimethylbenzyl)amino)pyridin-3-yl)carbamate NC1=NC(=CC=C1NC(OCC)=O)NCC1=C(C=C(C=C1)C)C